C(CCCCCCC)OC(CCCCCCCCCC)=O octylundecanoate